3-ethyl-3-[[(3-ethyloxetane-3-yl)methoxy]-methyl]oxetane C(C)C1(COC1)COCC1(COC1)CC